(S)-2-(((S)-6-chloro-8-fluoro-1,2,3,4-tetrahydronaphthalen-2-yl)amino)-N-(1-(2-methyl-(neopentylamino)propan-2-yl)-1H-imidazol-4-yl)pentanamide dihydrobromide Br.Br.ClC=1C=C2CC[C@@H](CC2=C(C1)F)N[C@H](C(=O)NC=1N=CN(C1)C(C)(CNCC(C)(C)C)C)CCC